N-[(5-methylfuran-2-yl)methyl]-3-[(pyridazin-3-yl)amino]benzamide CC1=CC=C(O1)CNC(C1=CC(=CC=C1)NC=1N=NC=CC1)=O